NC=1C=C(C=C(C1)C(F)(F)F)[C@@H](C)NC1=NC(=NC2=CC(=C(C=C12)C[C@@H](C)OC)OC)C N-((R)-1-(3-amino-5-(trifluoromethyl)phenyl)ethyl)-7-methoxy-6-((R)-2-methoxypropyl)-2-methylquinazolin-4-amine